C(#N)[C@H]1N(CSC1)C(CNC(=O)C1=CC=NC2=CC=C(C=C12)C1=CC(=NC=C1)F)=O (R)-N-(2-(4-cyanothiazolidin-3-yl)-2-oxoethyl)-6-(2-fluoropyridin-4-yl)quinoline-4-carboxamide